FC1(CC2(C1)C[C@@H](N(CC2)CC2=C1C=CNC1=C(C=C2OC)C)C=2C=CC(=NC2N2CC(C2)OC)C(=O)O)F 5-[(6R)-2,2-difluoro-7-[(5-methoxy-7-methyl-1H-indol-4-yl)methyl]-7-azaspiro[3.5]nonan-6-yl]-6-(3-methoxyazetidin-1-yl)pyridine-2-carboxylic acid